COC([C@@H](NC(=O)OC(C)(C)C)COC=1C(=CC2=C(N=C(O2)C2CC2)C1)N)=O O-(6-amino-2-cyclopropylbenzo[d]oxazol-5-yl)-N-(tert-butoxycarbonyl)-L-serine methyl ester